BrC1=CC=C(C(=N1)OCC=1C=C(C=CC1)C[C@@H]1N(CC[C@@H]1N(COCC[Si](C)(C)C)S(=O)(=O)C)C(=O)OC(C)(C)C)C tert-butyl (2S,3S)-2-[(3-{[(6-bromo-3-methylpyridin-2-yl)oxy]methyl}phenyl)methyl]-3-[(methanesulfonyl){[2-(trimethylsilyl)ethoxy]methyl}amino]pyrrolidine-1-carboxylate